iodomethylamine ammonium salt [NH4+].ICN